2-(aminomethyl)-N-(2,4-dimethoxybenzyl)thieno[2,3-c]pyridin-7-amine NCC1=CC=2C(=C(N=CC2)NCC2=C(C=C(C=C2)OC)OC)S1